[C@@H]1([C@H](O)[C@@H](O)[C@H](O)[C@H](O1)CO)OC1=NNC(=C1CC1=CC=C(C=C1)CCCO)C(F)(F)F 3-(β-D-glucopyranosyloxy)-4-{[4-(3-hydroxypropyl)phenyl]-methyl}-5-trifluoromethyl-1H-pyrazole